ClC1=NC(=CC(=N1)N1CCN(CC1)C1=CC=C(C=C1)F)C 2-chloro-4-[4-(4-fluorophenyl)piperazin-1-yl]-6-methylpyrimidine